quinazoline-6,7-diol N1=CN=CC2=CC(=C(C=C12)O)O